O[C@@]1([C@@H](CC[C@H](C1)C)C(C)C)C(=O)NCCC1=CC=CC=C1 (1s,2s,5r)-1-hydroxy-2-isopropyl-5-methyl-N-phenethyl-cyclohexane-1-carboxamide